(E)-(4-methylbenzylidene)sulfamoyl fluoride CC1=CC=C(\C=N\S(=O)(=O)F)C=C1